1-dodecyl sulfate S(=O)(=O)(OCCCCCCCCCCCC)[O-]